FC1=C(C(=CC=C1)F)C1=N[C@H](C2=NN=C(N2C=2SC=3OCC(CCC3C12)O)C)C (7S)-9-(2,6-difluorophenyl)-3,7-dimethyl-16-oxa-18-thia-2,4,5,8-tetrazatetracyclo[8.8.0.02,6.011,17]octadeca-1(10),3,5,8,11(17)-pentaen-14-ol